N1C(CC=CC1)C 3,6-dihydro-2H-picoline